C(C)N(S(=O)(=O)C1=CC=C(C=C1)NC=1N=CC2=CC=NC(=C2C1)C=1C(=C2C=NN(C2=CC1)CC(C)(C)O)C)C1=NC=CC=N1 N-ethyl-4-((5-(1-(2-hydroxy-2-methylpropyl)-4-methyl-1H-indazol-5-yl)-2,6-naphthyridin-3-yl)amino)-N-(pyrimidin-2-yl)benzenesulfonamide